FC(OC1=C(C=CC=C1)OB(O)O)(F)F 2-(trifluoromethoxy)phenylboric acid